4-((7-(4-((4-(2-(3-chloro-5-cyanophenyl)prop-2-yl)phenoxy)methyl)pyrimidin-2-yl)-2,7-diazaspiro[3.5]nonan-2-yl)methyl)piperidine-1-carboxylate ClC=1C=C(C=C(C1)C#N)C(C)(C)C1=CC=C(OCC2=NC(=NC=C2)N2CCC3(CN(C3)CC3CCN(CC3)C(=O)[O-])CC2)C=C1